S(=O)(=O)(OCCCCCCCCCCC(C)C)[O-] isotridecyl sulfate